CC1=C(C(=O)NC2(CC2)C2=C3C=CC=NC3=CC(=C2)N2CCOCC2)C=C(C=C1)OC[C@H]1N(CC1)C (S)-2-Methyl-5-((1-methylazetidin-2-yl)methoxy)-N-(1-(7-morpholinoquinolin-5-yl)cyclopropyl)benzamide